Cl.NCC(=O)N1CCC(CC1)C#C 2-amino-1-(4-ethynyl-piperidin-1-yl)ethanone hydrochloride